The molecule is an sn-glycerol 3-phosphate having unsubstituted hydroxy groups. It has a role as a human metabolite, a plant metabolite, an Escherichia coli metabolite and a mouse metabolite. It is a glycerol 1-phosphate and a member of sn-glycerol 3-phosphates. It derives from a glycerol. It is a conjugate acid of a sn-glycerol 3-phosphate(2-). It is an enantiomer of a sn-glycerol 1-phosphate. C([C@H](COP(=O)(O)O)O)O